NC([C@@](CO)(C)NC(=O)C1=C(OC2=C1C=C(C=C2)CC2CC(C2)O)C)=O (S)-N-(1-amino-3-hydroxy-2-methyl-1-oxopropan-2-yl)-5-((3-hydroxycyclobutyl)methyl)-2-methylbenzofuran-3-carboxamide